FC1=CC=C(C(=O)NC2(CC2)CC2CCC(CC2)C2=CN=NC3=CC=C(C=C23)F)C=C1 4-fluoro-N-(1-((4-(6-fluorocinnolin-4-yl)cyclohexyl)methyl)cyclopropyl)benzamide